6-Amino-2-(phenylamino)pyrimidin-4-ol NC1=CC(=NC(=N1)NC1=CC=CC=C1)O